CN(CCN1N=C(C(=C1)C=1C=CC=C2C(=NC=NC12)N[C@H](CN1CCN(CC1)S(=O)(=O)C1=C(N=C(S1)NC(OC)=O)C)C)C(F)(F)F)C methyl N-[5-({4-[(2S)-2-[(8-{1-[2-(dimethylamino)ethyl]-3-(trifluoromethyl)-1H-pyrazol-4-yl}quinazolin-4-yl)amino]propyl]piperazin-1-yl}sulfonyl)-4-methyl-1,3-thiazol-2-yl]carbamate